2-(1-ethyl-2-oxo-2,3-dihydro-1H-pyrido[2,3-b][1,4]thiazin-3-yl)-N-(pyridin-4-ylmethyl)acetamide C(C)N1C2=C(SC(C1=O)CC(=O)NCC1=CC=NC=C1)N=CC=C2